6-methyl-N-(1-methyl-1H-pyrazol-3-yl)-4-[(1-methylcyclopropyl)amino]furo[2,3-d]pyrimidine-5-carboxamide CC1=C(C2=C(N=CN=C2NC2(CC2)C)O1)C(=O)NC1=NN(C=C1)C